CC1=CC=CC(=N1)C1=C(N=CN1)C=1C=C2C=C(C=NC2=CC1)C1=CC(CCC1)N 3-[6-[5-(6-methyl-2-pyridyl)-1H-imidazol-4-yl]-3-quinolyl]cyclohex-2-en-1-amine